ClCC=1NC=CN1 2-chloromethyl-imidazole